1-methyl-2-(6-methylpyrimidin-4-yl)-N-(piperidin-4-yl)-1H-pyrrolo[3,2-c]pyridin-6-amine CN1C(=CC=2C=NC(=CC21)NC2CCNCC2)C2=NC=NC(=C2)C